FC1=CC=CC=2N=C(SC21)N(CCC2=CC=NC=C2)CC2=CC=C(C=C2)C#CC(=O)O 3-(4-(((7-fluorobenzo[d]thiazol-2-yl)(2-(pyridin-4-yl)ethyl)amino)-methyl)phenyl)propiolic acid